C(C)(C)(C)OC(=O)N1CC2=CC=C(C=C2C1)C1=CC=CC2=C1SC1=C2C=CC=C1 5-(dibenzo[b,d]thiophen-4-yl)isoindoline-2-carboxylic acid tert-butyl ester